1-(3-(methylthio)propyl)-1H-pyrazole-3-carbaldehyde CSCCCN1N=C(C=C1)C=O